C(C=C)OC(CC=C)C1=C(C=CC=C1)[N+](=O)[O-] 2-(1-(allyloxy)but-3-en-1-yl)-nitrobenzene